C(C)C1=CN=C2N1C(=CC=C2C=2C=1N(C(=NC2)NCC2=C(C=CC3=C2CCO3)F)C=NN1)C 8-(3-ethyl-5-methylimidazo[1,2-a]pyridin-8-yl)-N-((5-fluoro-2,3-dihydrobenzofuran-4-yl)methyl)-[1,2,4]triazolo[4,3-c]pyrimidin-5-amine